FC(C1=CC(=C(C(=O)OC2=CC(=NN2C)C)C=C1)S(=O)(=O)C)(F)F 1,3-dimethyl-1H-pyrazol-5-yl 4-trifluoromethyl-2-(methylsulfonyl)benzoate